pyrrolo[2,1-c][1,2,4]triazole N1=NCN2C1=CC=C2